3-(bromomethyl)-3-fluoropiperidine-1-carboxylic acid tert-butyl ester C(C)(C)(C)OC(=O)N1CC(CCC1)(F)CBr